2-(Furan-2-yl)-1,3,4-oxadiazole O1C(=CC=C1)C=1OC=NN1